3-(4-amino-3-iodo-1H-pyrazolo[3,4-d]pyrimidin-1-yl)cyclohexanol NC1=C2C(=NC=N1)N(N=C2I)C2CC(CCC2)O